ClC=1C=NC=2N(C1)N=CC2C=2C=CC(=C(C(=O)OC)C2OC)OC methyl 5-(6-chloropyrazolo[1,5-a]pyrimidin-3-yl)-2,6-dimethoxy-benzoate